methyl 2-(bromomethyl)-4-[(tert-butyldimethylsilyl)oxy]benzoate BrCC1=C(C(=O)OC)C=CC(=C1)O[Si](C)(C)C(C)(C)C